[O-2].[In+3].[Mg+2] Magnesium-Indium-Oxide